NC=1C2=CC=CC=C2C=2C=CC=CC2C1C#CC1=C(C=CC=C1)Br 9-amino-10-(2-bromophenylethynyl)phenanthrene